tert-butyl-7-methoxy-N-methyl-1-(thiophen-3-yl)-8-(1H-1,2,4-triazol-3-yl)-1,4-dihydrobenzopyrano[4,3-c]pyrazole-3-carboxamide C(C)(C)(C)C1OC2=C(C=C(C(=C2)OC)C2=NNC=N2)C=2N(N=C(C21)C(=O)NC)C2=CSC=C2